(R)-3-(2-amino-5-bromo-4-oxo-3,4-dihydroimidazo[5,1-f][1,2,4]Triazin-7-yl)piperidine-1-carboxylic acid benzyl ester C(C1=CC=CC=C1)OC(=O)N1C[C@@H](CCC1)C1=NC(=C2C(NC(=NN21)N)=O)Br